OC(COC(CO)C)C 2-(2-hydroxypropoxy)-1-propanol